(2'S,4R,6'S,7S)-2-chloro-2'-methyl-6'-(1-methyltriazol-4-yl)spiro[4,5-dihydrothieno[2,3-c]pyran-7,4'-piperidine]-4-ol ClC1=CC2=C(S1)[C@@]1(C[C@@H](N[C@@H](C1)C=1N=NN(C1)C)C)OC[C@@H]2O